2-(3-Fluorophenyl)-N-[(2S)-1-hydroxypropan-2-yl]-6-(6-methoxypyridin-3-yl)-3-oxo-2,3-dihydropyridazin-4-carboxamid FC=1C=C(C=CC1)N1N=C(C=C(C1=O)C(=O)N[C@H](CO)C)C=1C=NC(=CC1)OC